N-((5-chloro-6-((5-methylisoxazol-3-yl)methoxy)-1H-indol-2-yl)methyl)cyclopropanecarboxamide ClC=1C=C2C=C(NC2=CC1OCC1=NOC(=C1)C)CNC(=O)C1CC1